CC(C)OC1CNCCC1 3-(propan-2-yloxy)piperidine